FC1=C(C=CC=C1NS(=O)(=O)NC)CN1C(OC2=C(C=CC(=C2)OC=2N=NC=CC2)C12CC2)=O 3-{[2-fluoro-3-(methylaminosulfonylamino)phenyl]methyl}-7-(3-pyridazinyloxy)-2H,3H-spiro[1,3-benzoxazine-4,1'-cyclopropan]-2-one